FC=1C=C(C=CC1)[C@@H]1N(CCC1)C=1C=CC=2N(N1)C(=CN2)C2=CC=CC(=N2)N2CC(C2)NCCN (R)-N1-(1-(6-(6-(2-(3-fluorophenyl)pyrrolidin-1-yl)imidazo[1,2-b]pyridazin-3-yl)pyridin-2-yl)azetidin-3-yl)ethane-1,2-diamine